4-[3-[2,6-difluoro-3-(sulfamoylamino)benzoyl]-1H-pyrazolo[3,4-b]pyridin-5-yl]benzenesulfonamide FC1=C(C(=O)C2=NNC3=NC=C(C=C32)C3=CC=C(C=C3)S(=O)(=O)N)C(=CC=C1NS(N)(=O)=O)F